[N+](=O)([O-])O[C@H](CO[N+](=O)[O-])[C@@H](O[N+](=O)[O-])[C@H](O[N+](=O)[O-])[C@H](O[N+](=O)[O-])CO[N+](=O)[O-] D-mannitol hexanitrate